C[NH2+]C dimethylaminium